C(C)(C)(C)OC(=O)N1C(CCC1)N1N=CC=2C1=NC(=NC2NC(=O)C=2SC(=CC2)[N+](=O)[O-])C=2C=NC(=CC2)F 6-(6-fluoropyridin-3-yl)-4-(5-nitrothiophene-2-carboxamido)-1H-pyrazolo[3,4-d]pyrimidine-1-ylpyrrolidine-1-carboxylic acid tert-butyl ester